N1=C(C=NC=C1)C(=O)N 2-pyrazinecarboxamide